1-(tosyloxy)-14-(4-(4-(trifluoromethoxy)phenyl)piperazin-1-yl)-3,6,9,12-tetraoxahexadecane-16-oic acid ethyl ester C(C)OC(CC(COCCOCCOCCOCCOS(=O)(=O)C1=CC=C(C)C=C1)N1CCN(CC1)C1=CC=C(C=C1)OC(F)(F)F)=O